5-(8-(7-(Dimethylamino)-1,3-dimethyl-2-oxo-2,3-dihydro-1H-benzo[d]imidazol-5-yl)isoquinolin-3-yl)-N-(3-(3-((2,6-dioxopiperidin-3-yl)amino)phenyl)prop-2-yn-1-yl)picolinamide CN(C1=CC(=CC2=C1N(C(N2C)=O)C)C=2C=CC=C1C=C(N=CC21)C=2C=CC(=NC2)C(=O)NCC#CC2=CC(=CC=C2)NC2C(NC(CC2)=O)=O)C